C1(=CC=CC2=CC=CC=C12)N(C1=CC=C(C=C1)C1=CC=C(N(C2=CC=CC=C2)C2=CC=CC3=CC=CC=C23)C=C1)C1=CC=CC=C1 N,N'-bis(naphthalene-1-yl)-N,N'-bis(Phenyl)-benzidine